O[C@@H]1[C@H](CC12CCC(CC2)NC(OC(C)(C)C)=O)[C@H]2N1C(C3=CC=CC=C23)=CN=C1 tert-butyl ((1R,2R,4s,7S)-1-hydroxy-2-((R)-5H-imidazo[5,1-a]isoindol-5-yl)spiro[3.5]nonan-7-yl)carbamate